fumaric acid monolauryl ester C(CCCCCCCCCCC)OC(\C=C\C(=O)O)=O